1-[3-(2-aminoethyl)-5-chloro-phenyl]-3-[[2-(2,6-dioxo-3-piperidyl)-1-oxo-isoindolin-5-yl]methyl]urea NCCC=1C=C(C=C(C1)Cl)NC(=O)NCC=1C=C2CN(C(C2=CC1)=O)C1C(NC(CC1)=O)=O